C(C1=CC=CC=C1)C1N(C(OC1)=O)C(CC1CCC(CC1)C1=CC(=NC=C1)C)=O 4-benzyl-3-(2-((1s,4S)-4-(2-methylpyridin-4-yl)cyclohexyl)acetyl)oxazolidin-2-one